tert-butyl (1R,3S,4S)-3-(((2-(2,6-dioxo-1-((2-(trimethylsilyl) ethoxy) methyl) piperidin-3-yl)-1-oxoisoindolin-5-yl) oxy) methyl)-2-azabicyclo[2.2.1]Heptane-2-carboxylate O=C1N(C(CCC1N1C(C2=CC=C(C=C2C1)OC[C@H]1N([C@@H]2CC[C@H]1C2)C(=O)OC(C)(C)C)=O)=O)COCC[Si](C)(C)C